Cl.OC=1C=C2C=CN(C(C2=CC1C=1N=NC(=CC1)N(C1CC(NC(C1)(C)C)(C)C)C)=O)C 6-hydroxy-2-methyl-7-(6-(methyl(2,2,6,6-tetramethylpiperidin-4-yl)amino)pyridazin-3-yl)isoquinolin-1(2H)-one hydrochloride